2,4-dichloro-1,5-dimethoxy-3-methylbenzene ClC1=C(C=C(C(=C1C)Cl)OC)OC